SC1=CC=CC=C1 2-mercaptobenzene